C[C@@H]([C@H](C)C1=C(C=CC(=C1)C)S(=O)(=O)[O-])C1=C(C=CC(=C1)C)S(=O)(=O)[O-] (2S,3S)-butane-2,3-diylbis(4-methylbenzene-1-sulfonate)